C(C=C)(=O)OCCSC(C)(C)SCCOCCCC 2-((2-((2-(butyloxy)ethyl)thio)propan-2-yl)thio)ethyl acrylate